2-(4-methylphenyl)indole 1-(4-(4-nitrobenzyl)piperazine-1-carbonyl)naphthalen-2-ylmethanesulfonate [N+](=O)([O-])C1=CC=C(CN2CCN(CC2)C(=O)C2=C(C=CC3=CC=CC=C23)CS(=O)(=O)O)C=C1.CC1=CC=C(C=C1)C=1NC2=CC=CC=C2C1